CC1=C(C2=CC=CC=C2C(=C1)OC(=O)OCCCCCCCCCC)OC(=O)OCCCCCCCCCC 2-methyl-1,4-bis(n-decyloxycarbonyloxy)naphthalene